C1(CC1)NC(C1=C(C=CC=C1)NC1=CC=C2C(=NN(C2=C1)C1OCCCC1)\C=C\C1=NC=C(C=C1)CN1CCCC1)=O N-cyclopropyl-2-[[3-[(trans)-2-[5-(pyrrolidin-1-ylmethyl)-2-pyridinyl]vinyl]-1-tetrahydropyran-2-yl-indazol-6-yl]amino]benzamide